C(CC)C=1C=NC(=NC1)N1CCC(CC1)[C@H](C)OC=1SC2=NC(=CC=C2N1)C1=CC=NC=C1 2-((S)-1-(1-(5-Propylpyrimidin-2-yl)piperidin-4-yl)ethoxy)-5-(pyridin-4-yl)thiazolo[5,4-b]pyridine